1,4-bis((2-methacryloxyethyl)amino)-anthraquinone C(C(=C)C)(=O)OCCNC1=CC=C(C=2C(C3=CC=CC=C3C(C12)=O)=O)NCCOC(C(=C)C)=O